3-(5-(7H-pyrrolo[2,3-d]pyrimidin-4-yl)pyridin-2-yl)-6-(thiophen-2-ylmethyl)-3,6-diazabicyclo[3.1.1]heptane N1=CN=C(C2=C1NC=C2)C=2C=CC(=NC2)N2CC1N(C(C2)C1)CC=1SC=CC1